COC1=C(C=CC(=C1)CN1CCNCC1)CN1C=CC=2N=C(N=C(C21)NCCCCC)N 5-({2-Methoxy-4-[(piperazin-1-yl)methyl]phenyl}methyl)-N4-pentyl-5H-pyrrolo[3,2-d]pyrimidine-2,4-diamine